4-(4-phenoxyphenyl)isoindolin-1-one tert-butyl-(3S,4S)-4-((4-(3-(2-(benzyloxy)-6-hydroxypyridin-3-yl)-1-methyl-1H-indazol-7-yl)piperazin-1-yl)methyl)-3-fluoropiperidine-1-carboxylate C(C)(C)(C)OC(=O)N1C[C@H]([C@@H](CC1)CN1CCN(CC1)C=1C=CC=C2C(=NN(C12)C)C=1C(=NC(=CC1)O)OCC1=CC=CC=C1)F.O(C1=CC=CC=C1)C1=CC=C(C=C1)C1=C2CNC(C2=CC=C1)=O